4-((4-(2-(3-Chlorobenzyl)-5-methyloxazol-4-yl)phenoxy)methyl)-3-((2-hydroxyethoxy)methyl)-N,N-dimethylbenzamide ClC=1C=C(CC=2OC(=C(N2)C2=CC=C(OCC3=C(C=C(C(=O)N(C)C)C=C3)COCCO)C=C2)C)C=CC1